NC1=NC=CC=2N1C(=NC2[C@H]2CN(CCC2)CC#CC)C2=CC=C(C(=O)NC1=NC=CC=C1)C=C2 (R)-4-(5-amino-1-(1-(but-2-ynyl)piperidin-3-yl)imidazo[1,5-c]pyrimidin-3-yl)-N-(pyridin-2-yl)benzamide